2-((2-hydroxyphenyl)amino)naphthalene-1,4-dione OC1=C(C=CC=C1)NC=1C(C2=CC=CC=C2C(C1)=O)=O